3-(2-chloro-3-(6-fluoro-2-oxo-2H-[1,2'-bipyridin]-5'-yl)phenyl)piperidine-2,6-dione ClC1=C(C=CC=C1C=1C=CC(=NC1)N1C(C=CC=C1F)=O)C1C(NC(CC1)=O)=O